6,6-dichloro-1-(2-isopropyl-6-methylphenyl)pyrido[2,3-d]pyrimidine-2,4,5,7(1H,3H,6H,8H)-tetrone ClC1(C(C2=C(N(C(NC2=O)=O)C2=C(C=CC=C2C)C(C)C)NC1=O)=O)Cl